FC1=C(C=2C(=NC=C(C2)F)N1S(=O)(=O)C1=CC=C(C)C=C1)C=1SC=C(N1)C=1C=C(C=CC1)[C@]1(C(N(CC1)C)=O)O (R)-3-(3-(2-(2,5-difluoro-1-tosyl-1H-pyrrolo[2,3-b]pyridin-3-yl)thiazol-4-yl)phenyl)-3-hydroxy-1-methylpyrrolidin-2-one